C1=CC=CC2=CC3=CC=CC=C3C(=C12)C1=CC=C(C=C1)NC(CCl)=O N-(4-(anthracen-9-yl)phenyl)-2-chloroacetamide